NC1=C(C=C(C=C1)C1=NOC(N1)=O)N1CC(CCC1)CNC(OC(C)(C)C)=O tert-butyl ((1-(2-amino-5-(5-oxo-4,5-dihydro-1,2,4-oxadiazol-3-yl)phenyl)piperidin-3-yl)methyl)carbamate